COCC=1C=C(OC1)C(=O)C=1C=NC=NC1 5-[4-(methoxymethyl)-2-furoyl]pyrimidin